ClC1=CC(=C(C=C1)C1CNC2=CC=CC=C2N1)F 3-(4-chloro-2-fluorophenyl)-1,2,3,4-tetrahydroquinoxalin